(4-(6-oxo-1,4,5,6-tetrahydropyridazin-3-yl)phenyl)carbazone O=C1CCC(=NN1)C1=CC=C(C=C1)NNC(=O)N=N